N-{3-methyl-4-[(3R)-oxan-3-yloxy]phenyl}-6-(piperazin-1-yl)quinazolin-4-amine CC=1C=C(C=CC1O[C@H]1COCCC1)NC1=NC=NC2=CC=C(C=C12)N1CCNCC1